2-[(1R,6R)-3-methyl-6-prop-1-en-2-yl-1-cyclohex-2-enyl]-5-pentylbenzene-1,3-diol CC1=C[C@H]([C@@H](CC1)C(=C)C)C1=C(C=C(C=C1O)CCCCC)O